S(=O)(=O)([O-])[O-].[Ir+4].S(=O)(=O)([O-])[O-] iridium(IV) sulfate